tert-butyl [3-hydroxy-2-(hydroxymethyl)propyl]carbamate OCC(CNC(OC(C)(C)C)=O)CO